Diisobutoxydimethoxytitanium C(C(C)C)O[Ti](OC)(OC)OCC(C)C